3-[4-amino-2-chloro-5-(1,3-thiazol-2-yl)pyrrolo[2,3-d]pyrimidin-7-yl]-5-{1-[2-(pyridin-4-yl)ethyl]piperidin-4-yl}cyclopentane-1,2-diol NC=1C2=C(N=C(N1)Cl)N(C=C2C=2SC=CN2)C2C(C(C(C2)C2CCN(CC2)CCC2=CC=NC=C2)O)O